2-methyl-butyric acid-3-hexenyl ester C(CC=CCC)OC(C(CC)C)=O